3-((4-chloro-1-methyl-1H-pyrazol-5-yl)methyl)-2-((6-oxo-5,7-diazaspiro[3.4]octan-2-yl)methyl)isoindolin-1-one ClC=1C=NN(C1CC1N(C(C2=CC=CC=C12)=O)CC1CC2(C1)NC(NC2)=O)C